FC1=C(C=C(NC(=CC#N)C)C=C1)C 3-(4-fluoro-3-methyl-anilino)-but-2-enenitrile